(3R)-3-amino-1-methyl-1,2,3,4-tetrahydrospiro[1-benzazepine-5,1-cyclopropan]-2-one N[C@H]1C(N(C2=C(C=CC=C2)C2(CC2)C1)C)=O